BrC1=C2C=CNC2=C(C=C1)N 4-bromo-7-aminoindole